ClC1=C(C=C2CCN(CC2=C1)C1CC1)NC1=NC=C(C(=N1)C=1SC=C(C1)S(=O)(=O)C)C(F)(F)F 7-chloro-2-cyclopropyl-N-[4-(4-methylsulfonyl-2-thienyl)-5-(trifluoromethyl)pyrimidin-2-yl]-3,4-dihydro-1H-isoquinolin-6-amine